C(CCC)C(C(=O)OCCCCC(=O)OCC1=CC=CC=C1)CCCCCC 5-(benzyloxy)-5-oxopentyl 2-butyloctanoate